(Octahydro-1H-4,7-methanoindene-2,5-diyl)bis(methylene) diacrylate C(C=C)(=O)OCC1CC2C3CC(C(C2C1)C3)COC(C=C)=O